racemic-7-(6-(1-(3-fluoro-1-(4-fluorophenyl)propyl)-1H-pyrazol-4-yl)pyridin-2-yl)-[1,2,4]triazolo[1,5-a]pyridin-2-amine FCC[C@H](C1=CC=C(C=C1)F)N1N=CC(=C1)C1=CC=CC(=N1)C1=CC=2N(C=C1)N=C(N2)N |r|